tetracyanonaphthalene-quinone C(#N)C=1C(=C2C(=C(C(C(C2=CC1)=O)=O)C#N)C#N)C#N